1,1,1,3,3,4,6,6,7,9,9,10,12,12,12-pentadecafluoro-4,7,10-Tri(trifluoromethyl)-2,5,8,11-Tetraoxadodecane FC(OC(C(OC(C(OC(C(OC(F)(F)F)(C(F)(F)F)F)(F)F)(C(F)(F)F)F)(F)F)(C(F)(F)F)F)(F)F)(F)F